C(C)OC(=C)C1C(CC(CC1(C)C)=O)(C)C 4-(1-Ethoxyvinyl)-3,3,5,5-Tetramethyl-Cyclohexanone